2-(2-hydroxy-4-propoxy-5-methylphenyl)-4,6-bis(2,4-dimethylphenyl)s-triazine 1-oxyl-2,2,6,6-tetramethylpiperidin-4-yl-octanoate ON1C(CC(CC1(C)C)OC(CCCCCCC)=O)(C)C.OC1=C(C=C(C(=C1)OCCC)C)C1=NC(=NC(=N1)C1=C(C=C(C=C1)C)C)C1=C(C=C(C=C1)C)C